CC(=O)[C@H]([C@@H](COP(=O)(O)O)O)O deoxyxylulose 5-phosphate